COC=1C=2C=3C=C4C(=CC3CC2C=CC1)C=CC=C4 4-methoxy-11H-benzo[b]fluorene